N-((1r,3r)-3-((8-cyanoquinolin-5-yl)oxy)-2,2,4,4-tetramethylcyclobutyl)-4-(4-(hydroxymethyl)piperidin-1-yl)benzamide C(#N)C=1C=CC(=C2C=CC=NC12)OC1C(C(C1(C)C)NC(C1=CC=C(C=C1)N1CCC(CC1)CO)=O)(C)C